[7-(5,5-dimethyl-1,3,2-dioxaborinan-2-yl)-1H-indol-3-yl]-(3,4,5-trifluorophenyl)methanone CC1(COB(OC1)C=1C=CC=C2C(=CNC12)C(=O)C1=CC(=C(C(=C1)F)F)F)C